6-thioacetyl-2,3,4-tri-O-acetyl-D-glucose C(C)(=S)C([C@H]([C@H]([C@@H]([C@H](C=O)OC(C)=O)OC(C)=O)OC(C)=O)O)O